CC=1C=C2C=CC3=C(NC(CC(N3C3=CC(=CC=C3)C3=NOC(N3)=S)=O)=O)C2=CC1 9-Methyl-5-(3-(5-thioxo-4,5-dihydro-1,2,4-oxadiazol-3-yl)phenyl)-1,5-dihydro-2H-naphtho[1,2-b][1,4]diazepine-2,4(3H)-dione